4,5,6,7-tetrahydropyrazolo[1,5-a]pyrazine hydrochloride Cl.N1=CC=C2N1CCNC2